FC1=CC(=C(OC=2C3=C(N=CN2)CN(CC3)C(=O)OC(C)(C)C)C=C1)C(F)(F)F tert-butyl 4-[4-fluoro-2-(trifluoromethyl)phenoxy]-5H,6H,7H,8H-pyrido[3,4-d]pyrimidine-7-carboxylate